3,4-Dihydroxy-α-cyanothiocinnamamide OC=1C=C(C=C(C(=S)N)C#N)C=CC1O